CN1N=CC2=CC=C(C=C12)C=1C2=C(NN1)C1=C(C2)SC(=C1)C1=CC=C(S1)CN1CCOCC1 4-((5-(3-(1-methyl-1H-indazol-6-yl)-1,4-dihydro-thieno[2',3':4,5]cyclopenta[1,2-c]pyrazol-6-yl)thiophen-2-yl)methyl)morpholine